5-(imidazo[1,2-a]pyridin-6-yl)-4-methoxy-N-(cis-4-methoxy-4-methylcyclohexyl)-7H-pyrrolo[2,3-d]pyrimidin-2-amine N=1C=CN2C1C=CC(=C2)C2=CNC=1N=C(N=C(C12)OC)NC1CCC(CC1)(C)OC